COC(C1=C(C=C(C=C1N1CCOCC1)Br)C)=O.C(C1=CC=CC=C1)OC1=C(C(=CC(=C1C)O)O)C(=O)N1CC=2C=NC=CC2C1 (2-(benzyloxy)-4,6-dihydroxy-3-methylphenyl)(1,3-dihydro-2H-pyrrolo[3,4-c]pyridin-2-yl)methanone methyl-4-bromo-2-methyl-6-morpholin-4-ylbenzoate